((2,2,2-trifluoroethyl)amino)-9H-purin FC(CNC1=NC=C2N=CNC2=N1)(F)F